methyl 1,7,7-trimethyl-2-oxo-5,8-dihydropyrano[4,3-b]pyridine-3-carboxylate CN1C2=C(C=C(C1=O)C(=O)OC)COC(C2)(C)C